(E)-2,5-dichloro-4-(5-((2-methoxy-4-((2-(sulfooxy)ethyl)sulfonyl)phenyl)diazenyl)-3,4-dimethyl-1H-pyrazol-1-yl)benzenesulfonic acid ClC1=C(C=C(C(=C1)N1N=C(C(=C1\N=N\C1=C(C=C(C=C1)S(=O)(=O)CCOS(=O)(=O)O)OC)C)C)Cl)S(=O)(=O)O